C(C)(C)(C)OC(=O)NCC=1OCC(N1)C(=O)OC Methyl 2-({[(tert-butoxy) carbonyl] amino} methyl)-4,5-dihydro-1,3-oxazole-4-carboxylate